C(C)(C)(C)OC(=O)C1=CC2=CC(=CC=C2C=C1)[C@H](F)P(=O)(OCC)OCC.COC=C(C)C=1C=C(C=CC1)C1=NOC=C1 |r| [3-(2-methoxy-1-methyl-vinyl)phenyl]isoxazole Rac-Tert-Butyl-7-[(diethoxyphosphoryl)(fluoro)methyl]naphthalene-2-carboxylate